3-(10H-phenoxazin-10-yl)propionic acid C1=CC=CC=2OC3=CC=CC=C3N(C12)CCC(=O)O